CN1N=C2C(=C(C=CC2=C1)O)C 2,7-dimethylindazol-6-ol